ClC1=C(C=CC=C1Cl)N1N=NN=C1NCC1=C(C=CC=C1)OC1=NC=CC=C1 1-(2,3-Dichlorophenyl)-N-[2-(pyridin-2-yloxy)benzyl]-1H-tetrazol-5-amine